C1(CCC1)CNC1=NC(=NC(=N1)NCC1CCC1)C1=NC(=CC=C1)C(F)(F)F N2,N4-bis(cyclobutylmethyl)-6-(6-(trifluoromethyl)pyridin-2-yl)-1,3,5-triazine-2,4-diamine